[Ga](I)(I)I Gallium(III) iodide